N-(methyl-d3)-4-((5-methyl-2-(trifluoromethyl)-4,5-dihydropyrazolo[1,5-a]quinoxalin-6-yl)amino)nicotinamide C(NC(C1=CN=CC=C1NC1=C2N(CC=3N(C2=CC=C1)N=C(C3)C(F)(F)F)C)=O)([2H])([2H])[2H]